tert-Butyl {6-[({[(1-methyl-1H-tetrazol-5-yl)(phenyl)methylene]amino}oxy)methyl]pyridin-2-yl}carbamat CN1N=NN=C1C(C1=CC=CC=C1)=NOCC1=CC=CC(=N1)NC(OC(C)(C)C)=O